COC([C@H](C[C@H]1C(NC(C1)(C)C)=O)NC([C@H](CC(C)(C)C)NC(=O)C=1NC2=C(C(=CC=C2C1)Cl)Cl)=O)=O (S)-methyl-2-((S)-2-(6,7-dichloro-1H-indole-2-carboxamido)-4,4-dimethylpentanamido)-3-((R)-5,5-dimethyl-2-oxopyrrolidin-3-yl)propanoate